O[C@H]1C[C@@H](O[C@@H]1CO)C=1C=CC(=NC1)NC(C)=O N-(5-((2R,4S,5R)-4-hydroxy-5-(hydroxymethyl)tetrahydrofuran-2-yl)pyridin-2-yl)acetamide